FC(C1=NC=C(C2=C1N(N=C2)COCC[Si](C)(C)C)C(=O)[O-])(F)F 7-(trifluoromethyl)-1-((2-(trimethylsilyl)ethoxy)methyl)-1H-pyrazolo[3,4-c]pyridine-4-carboxylate